CN1N=CC(=C1)C=1N=C(C=2N(C1)N=CC2)O[C@@H]2C[C@@H](CCC2)NC(C#CC)=O N-((1R,3S)-3-((6-(1-methyl-1H-pyrazol-4-yl)pyrazolo[1,5-a]pyrazin-4-yl)oxy)cyclohexyl)but-2-ynamide